N=1N=CN2C1C=CC(=C2)C2=CN=C1N2N=C(C=C1)N1C[C@@H](O[C@@H](C1)C)C (2S,6R)-4-(3-([1,2,4]triazolo[4,3-a]pyridin-6-yl)imidazo[1,2-b]pyridazin-6-yl)-2,6-dimethylmorpholine